N1CCC2(CC1)OCCC1=C2SC=C1 spiro[4,5-dihydrothieno[2,3-c]pyran-7,4'-piperidine]